2,9-bis[N-(dibenzofuran-4-yl)-N-phenylamino]-6,13-diphenylnaphtho[2,1-b:6,5-b']bis-benzofuran C1=CC=C(C=2OC3=C(C21)C=CC=C3)N(C3=CC=CC=C3)C3=CC2=C(C1=C(O2)C(=CC2=C1C=C(C=1OC4=C(C12)C=CC(=C4)N(C4=CC=CC1=C4OC4=C1C=CC=C4)C4=CC=CC=C4)C4=CC=CC=C4)C4=CC=CC=C4)C=C3